3-((2R,3R,4S,5R)-5-((bis(4-methoxyphenyl)(phenyl)methoxy)methyl)-3,4-dihydroxytetrahydrofuran-2-yl)-3H-benzo[b]pyrimido[4,5-e][1,4]oxazin-2(10H)-one COC1=CC=C(C=C1)C(OC[C@@H]1[C@H]([C@H]([C@@H](O1)N1C(N=C2NC3=C(OC2=C1)C=CC=C3)=O)O)O)(C3=CC=CC=C3)C3=CC=C(C=C3)OC